6-(2-methoxy-7-azaspiro[3.5]nonane-7-carbonyl)-3,4-dihydroisoquinolin-1(2H)-one COC1CC2(C1)CCN(CC2)C(=O)C=2C=C1CCNC(C1=CC2)=O